tert-butyl 4-(3-cyano-6-(5-((2,6-difluorophenyl) sulphonamido)-6-methoxypyridin-3-yl) quinolin-4-yl)-3,6-dihydropyridine-1(2H)-carboxylate C(#N)C=1C=NC2=CC=C(C=C2C1C=1CCN(CC1)C(=O)OC(C)(C)C)C=1C=NC(=C(C1)NS(=O)(=O)C1=C(C=CC=C1F)F)OC